C(C)(=O)O[C@H]1[C@@H](O[C@]([C@H]1OCC1=CC=CC=C1)(C)COCC1=CC=CC=C1)N1C(N=C(C(=C1)Br)N)=O (2R,3R,4S,5R)-2-(4-amino-5-bromo-2-oxopyrimidin-1(2H)-yl)-4-(benzyloxy)-5-((benzyloxy)methyl)-5-methyltetrahydrofuran-3-yl acetate